C(C)(C)(C)[S@@](=O)N(C1(COC1)C1=C(C=C(C=C1)CC(=O)OCC=C)F)COCC[Si](C)(C)C |r| (±)-allyl 2-[4-[3-[tert-butylsulfinyl(2-trimethylsilylethoxymethyl)amino]oxetan-3-yl]-3-fluoro-phenyl]acetate